(R)-2-(2-(3-(2-(benzofuran-6-yl)ethyl)-3-(1H-1,2,3-triazol-4-yl)pyrrolidin-1-yl)propan-2-yl)pyridine O1C=CC2=C1C=C(C=C2)CC[C@@]2(CN(CC2)C(C)(C)C2=NC=CC=C2)C=2N=NNC2